(3-chloro-4-fluorophenyl)(4-methyl-5-(methylthio)-1-((2-(trimethylsilyl)ethoxy)methyl)-1H-imidazol-2-yl)methyl diisopropylcarbamate C(C)(C)N(C(OC(C=1N(C(=C(N1)C)SC)COCC[Si](C)(C)C)C1=CC(=C(C=C1)F)Cl)=O)C(C)C